2-heptanyladipate C(CCCCCC)C(C(=O)[O-])CCCC(=O)[O-]